4-methyl-4-(isopropylphenylperoxy)-2-pentanone CC(CC(C)=O)(C)OOC1=C(C=CC=C1)C(C)C